γ-aminobutanoic acid NCCCC(=O)O